C1(=CC=CC=C1)C1=NC(=NC(=N1)C1=CC=CC=C1)C=1C(=C(C(=C(C#N)C1)F)C1=CC=CC=C1)F 5-(4,6-Diphenyl-1,3,5-triazin-2-yl)-2,4-difluoro-3-phenylbenzonitrile